[O-]P([O-])(=O)OP(=O)(OC(=C(C)C)C)[O-] 3-dimethylpropenyl pyrophosphate